N-(1-(5-fluoro-2-(2-fluoroethoxy)phenyl)ethyl)-N-methyl-3-(1-methyl-1H-pyrazol-3-yl)pyrazolo[1,5-a]pyrimidin-5-amine FC=1C=CC(=C(C1)C(C)N(C1=NC=2N(C=C1)N=CC2C2=NN(C=C2)C)C)OCCF